NC1=C2C(=NC3=C1C(=C(N3CC(=O)NC(C(=O)N(C)C3=CC1=C(OCO1)C=C3)CC3=CC=CC=C3)C)C)CCCCC2 2-(2-(4-amino-2,3-dimethyl-6,7,8,9-tetrahydrocyclohepta[b]pyrrolo[3,2-e]pyridin-1(5H)-yl)acetamido)-N-(benzo[d][1,3]dioxol-5-yl)-N-methyl-3-phenylpropanamide